(Z)-S-(2-(N-((4-amino-2-methylpyrimidin-5-yl)methyl)formamido)-5-(phosphonooxy)pent-2-en-3-yl)3-bromobenzothioate NC1=NC(=NC=C1CN(C=O)C(C)=C(CCOP(=O)(O)O)\S=C(\C1=CC(=CC=C1)Br)/[O-])C